3-isopropyl-N8-(2-methoxybenzyl)-N6-(piperidin-4-yl)imidazo[1,2-b]pyridazine-6,8-diamine hydrochloride Cl.C(C)(C)C1=CN=C2N1N=C(C=C2NCC2=C(C=CC=C2)OC)NC2CCNCC2